hexamethylene 1,6-bis(thiosulfate) S(=S)(=O)(OCCCCCCOS(=S)(=O)[O-])[O-]